L-N-methyl-ethylglycine CN(CC(=O)O)CC